2-((4-(1-cyclohexyl-2,2,2-trifluoroethoxy)-2-methylene-4-oxobutanoyl)oxy)acetic acid C1(CCCCC1)C(C(F)(F)F)OC(CC(C(=O)OCC(=O)O)=C)=O